CN(C(=O)O[C@H](C(=O)OCC1=CC=CC=C1)C)C (S)-benzyl 2-(dimethylcarbamoyloxy)propanoate